5,7-dihydroxyl-2-ethyl-chromone lithium fluorosulfonamide salt FS(=O)(=O)N.[Li].OC1=C2C(C=C(OC2=CC(=C1)O)CC)=O